C(C1=CC=CC=C1)OC1=NC(=CC=C1C1=C(C=C(C=C1F)N1CC2(CCN(C2)C(=O)OC(C)(C)C)CC1)F)OCC1=CC=CC=C1 tert-butyl 7-(4-(2,6-bis(benzyloxy) pyridin-3-yl)-3,5-difluorophenyl)-2,7-diazaspiro[4.4]nonane-2-carboxylate